pentachlorostearic acid methyl ester COC(C(C(C(CCCCCCCCCCCCCC)Cl)(Cl)Cl)(Cl)Cl)=O